C(C)(C)(C)OC(=O)N1CCC(CC1)CC(=O)OC 4-(2-methoxy-2-oxoethyl)piperidine-1-carboxylic acid tert-butyl ester